C1C2N(C=CC(N1)=O)CCC2=O pyrrolo[1,2-a][1,4]diazepine-3,9(1H,8H)-dione